N-(1-(2-(7-chloro-1H-indol-3-yl)ethyl)-4-(methoxymethyl)piperidin-4-yl)-N-phenylacetamide ClC=1C=CC=C2C(=CNC12)CCN1CCC(CC1)(COC)N(C(C)=O)C1=CC=CC=C1